5-amino-2-(3-amino-1-methyl-pyrazol-4-yl)-6-(5-methyl-1-tetrahydropyran-2-yl-indazol-4-yl)pyrimidine-4-carboxylic acid ethyl ester C(C)OC(=O)C1=NC(=NC(=C1N)C1=C2C=NN(C2=CC=C1C)C1OCCCC1)C=1C(=NN(C1)C)N